1-[4-methylthiophenyl]-3-[3,5-dimethyl-4-isopropyloxycarbonyldimethylmethyloxyphenyl]prop-2-en-1-one CSC1=CC=C(C=C1)C(C=CC1=C(C(=C(C(=C1)C)C(=O)OC(C)C)C)OC(C)C)=O